ClC=1C=C(C=C(C1)Cl)C1(CC(=NO1)C1=CC(=C(C(=O)NC2=NN(C(=N2)C(F)(F)F)CC)C=C1)C)C(F)(F)F 4-(5-(3,5-dichlorophenyl)-5-(trifluoromethyl)-4,5-dihydroisoxazol-3-yl)-N-(1-ethyl-5-(trifluoromethyl)-1H-1,2,4-triazol-3-yl)-2-methylbenzamide